BrC1=CC=C(C=C1)NC(=O)NC1CN(C1)C 1-(4-Bromophenyl)-3-(1-methylazetidin-3-yl)urea